O=C([C@@H](CC)NC(C)=O)N1CCN(CC1)C1=CC(=CC=C1)OC(F)(F)F (R,S)-N-(1-oxo-1-(4-(3-(trifluoromethoxy)phenyl)piperazin-1-yl)butan-2-yl)acetamide